ethyl 3-(3-hydroxy-5-(1-phenyl-1H-pyrazol-4-yl) picolinamido)-2,2-dimethylpropionate OC=1C(=NC=C(C1)C=1C=NN(C1)C1=CC=CC=C1)C(=O)NCC(C(=O)OCC)(C)C